C[C@H](C(C)C)NC(=O)C=1C2=CC=CC2=CC1 pentalene-4-carboxylic acid ((R)-1,2-dimethyl-propyl)-amide